CC1=NN2C(=NC(=C(C2=O)C2=CC=C(C=C2)OCC(F)(F)F)C(F)(F)F)S1 2-methyl-6-[4-(2,2,2-trifluoroethoxy)phenyl]-7-(trifluoromethyl)-5H-[1,3,4]thiadiazolo[3,2-a]pyrimidin-5-one